C1(=CC=CC=C1)S(=O)(=O)NC(CC1=CC(=CC=C1)C#N)C=1SC2=C(N1)C=CC(=C2)OCCCC(=O)OCC ethyl 4-[[2-[1-(benzenesulfonamido)-2-(3-cyanophenyl) ethyl]-1,3-benzothiazol-6-yl]oxy]butanoate